(S)-4-(allyloxy)-2-amino-4-oxobutanoic acid hydrochloride Cl.C(C=C)OC(C[C@@H](C(=O)O)N)=O